methyl 4-((2-oxo-2,3,4,5-tetrahydro-1H-benzo[b]azepine-7-sulfonamido)methyl)cyclohexanecarboxylate O=C1CCCC2=C(N1)C=CC(=C2)S(=O)(=O)NCC2CCC(CC2)C(=O)OC